4-[4-(3-amino-1,1-difluoropropan-2-yl)phenyl]-3-(2-methyl-6-morpholin-4-ylpyrimidin-4-yl)oxybenzonitrile NCC(C(F)F)C1=CC=C(C=C1)C1=C(C=C(C#N)C=C1)OC1=NC(=NC(=C1)N1CCOCC1)C